C(C1=CC=CC=C1)OC=1C=C2CC[C@H](CC2=C(C1Br)F)NCCC(C)C (2R)-6-(benzyloxy)-7-bromo-8-fluoro-N-(3-methylbutyl)-1,2,3,4-tetrahydronaphthalen-2-amine